O1C(=CC2=C1C=CC=C2)C2=CC=C(C=C2)NC(CC2=CC(=CC=C2)Cl)=O N-(4-(benzofuran-2-yl)phenyl)-2-(3-chlorophenyl)acetamide